3,3'-dichloro-6,5'-diaminobiphenyl argon [Ar].ClC=1C=C(C(=CC1)N)C1=CC(=CC(=C1)N)Cl